ClC=1C(=CC(=NC1)OC)C1=CC(=NN1)C(=O)N1CCC(CC1)C(=O)NC1COC(OC1)C 1-[5-(5-chloro-2-methoxypyridin-4-yl)-1H-pyrazole-3-carbonyl]-N-(2-methyl-1,3-dioxane-5-yl)piperidine-4-carboxamide